F[P-](F)(F)(F)(F)F.ClC1=C(C=CC(=C1)Cl)[I+]C1=C(C=C(C=C1)Cl)Cl Di-(2,4-dichlorophenyl)-iodonium hexafluorophosphat